[N+](=O)([O-])C1=C(SC=C1)N1N=CC=C1 1-(3-nitrothiophen-2-yl)-1H-pyrazole